CC1=CC(=C(C=C1)C)C2=C(C3(CCC(CC3)OC)NC2=O)O The molecule is an azaspiro compound that is spirotetramat in which the carbonate ester group has been hydrolysed to the corresponding hydroxy group. It is the active insecticide of the proinsecticicde spirotetramat. It has a role as an agrochemical, an EC 6.4.1.2 (acetyl-CoA carboxylase) inhibitor and an insecticide. It is an azaspiro compound, a member of benzenes, an organic hydroxy compound, an enol, a member of tetramic acids and an ether.